C(C)OC(CC1(OCCO1)C)=O.CC1(OC[C@H](O1)CCC(=O)C1=CC=C(C=C1)OC)C |r| (+-)-3-(2,2-dimethyl-1,3-dioxolan-4-yl)-1-(4-methoxyphenyl)propan-1-one Ethyl-2-methyl-1,3-dioxolan-2-acetat